NC=1C(=CC(=C(C1)NC(OC(C)(C)C)=O)OC)N(C)CCN(C)C tert-butyl (5-amino-4-((2-(dimethylamino)ethyl)(methyl)amino)-2-methoxyphenyl)carbamate